8-bromo-N-(4-fluoro-3-methoxy-phenyl)-3-iodo-N-methyl-imidazo[1,2-a]pyrazine-6-carboxamide BrC=1C=2N(C=C(N1)C(=O)N(C)C1=CC(=C(C=C1)F)OC)C(=CN2)I